O=C1NC(CCC1N1CC2=CC=C(C=C2C1=O)CCCCCCC(=O)O)=O 7-(2-(2,6-dioxopiperidin-3-yl)-3-oxoisoindolin-5-yl)heptanoic acid